O[C@@H]1C[C@H](N(C1)C([C@H](C(C)(C)C)NC(CCC(=O)OC)=O)=O)C(N[C@@H](C)C1=CC=C(C=C1)C1=C(N=CS1)C)=O methyl 4-(((S)-1-((2S,4R)-4-hydroxy-2-(((S)-1-(4-(4-methylthiazol-5-yl)phenyl)ethyl)carbamoyl)pyrrolidin-1-yl)-3,3-dimethyl-1-oxobutan-2-yl)amino)-4-oxobutanoate